ClC1=C(C(=CC=C1Cl)OC)C(C1=CC=NC=C1)CC(C)(S(=O)N)C [(2,3-dichloro-6-methoxyphenyl)(pyridin-4-yl)methyl]-2-methylpropane-2-sulfinamide